(E)-4-methyl-1-(1-(3-nitro-1H-indol-1-yl)cyclopropyl)pent-1-en-3-one CC(C(/C=C/C1(CC1)N1C=C(C2=CC=CC=C12)[N+](=O)[O-])=O)C